3-methyl-1-(3-(1-methylpiperidin-4-yl)propyl)-1H-isoindole CC1=NC(C2=CC=CC=C12)CCCC1CCN(CC1)C